OC(C)(C)C1=NN(C=C1)C=1C(=NC=CC1)C#N (3-(2-hydroxypropan-2-yl)-1H-pyrazol-1-yl)picolinonitrile